ClC1=CC=C(C(=N1)N1N(C(=C(C1=O)NC(C1=CC=C(C=C1)OC(F)F)=O)C1=C(C=C(C=C1F)OC)F)C)OCC N-[2-(6-chloro-3-ethoxypyridin-2-yl)-5-(2,6-difluoro-4-methoxyphenyl)-1-methyl-3-oxo-2,3-dihydro-1H-pyrazol-4-yl]-4-(difluoromethoxy)benzamide